CS(=N)C S,S-Dimethyl-sulphimide